2-methyl-5-[1-[(4-methyl-4H-1,2,4-triazol-3-yl)sulfanyl]ethyl]-7-nitro-1,3-benzoxazole CC=1OC2=C(N1)C=C(C=C2[N+](=O)[O-])C(C)SC2=NN=CN2C